ClC=1C=C(C=2N=CN=C(C2N1)N)C=1SC=CC1 6-Chloro-8-(thiophen-2-yl)pyrido[3,2-d]pyrimidin-4-amine